N-Methyl-N,N-bis(2-hydroxybutyl)amin CN(CC(CC)O)CC(CC)O